NCC1(CCN(CC1)C1=CN=C2C(=N1)NN=C2C2=C(C(=NC=C2)N)C#N)C 4-(aminomethyl)-1-(3-(2-amino-3-cyanopyridin-4-yl)-1H-pyrazolo[3,4-b]pyrazin-6-yl)4-methylpiperidine